2-methyl-3-oxo-N-(4-((m-tolylamino)methyl)phenyl)-3,4-dihydro-2H-benzo[b][1,4]thiazine-6-carboxamide CC1C(NC2=C(S1)C=CC(=C2)C(=O)NC2=CC=C(C=C2)CNC=2C=C(C=CC2)C)=O